BrCCN(C1=CC=CC=C1)C1=CC=CC=C1 N-(2-bromoethyl)-N-phenylaniline